(R)-1-(8-fluoro-7-(8-fluoro-3-hydroxynaphthalen-1-yl)-2-(((S)-1-methylpyrrolidin-2-yl)methoxy)-5-(propynyl)pyrido[4,3-d]pyrimidin-4-yl)-3-methylpiperidin-3-ol FC1=C(N=C(C2=C1N=C(N=C2N2C[C@@](CCC2)(O)C)OC[C@H]2N(CCC2)C)C#CC)C2=CC(=CC1=CC=CC(=C21)F)O